(±)-trans-tert-Butyl-N-(naphthalen-1-yl)-4-phenylpyrrolidine-3-carboxamide C(C)(C)(C)N1C[C@H]([C@@H](C1)C1=CC=CC=C1)C(=O)NC1=CC=CC2=CC=CC=C12 |r|